N-[(3-chloro-4-fluorophenyl)-[4-methyl-5-(methylsulfonimidoyl)-1H-imidazol-2-yl]methyl]-5-fluoro-4,6-dimethylpyrimidin-2-amine ClC=1C=C(C=CC1F)C(NC1=NC(=C(C(=N1)C)F)C)C=1NC(=C(N1)C)S(=O)(=N)C